tert-butyl 4-cyano-4-((5-(trifluoromethyl)pyridin-2-yl)methyl)piperidine-1-carboxylate C(#N)C1(CCN(CC1)C(=O)OC(C)(C)C)CC1=NC=C(C=C1)C(F)(F)F